FC=1C=C(CNS(=O)(=O)C2=CC=C(C=C2)NC(\C=C\C2=CC=NC=C2)=O)C=CC1F (E)-N-(4-(N-(3,4-difluorobenzyl)sulfamoyl)phenyl)-3-(pyridin-4-yl)acrylamide